CN(C(O[C@@H]1N(CCC1)C1=NC(=CC=C1NC(CN1CCSCC1)=O)NC=1C=C2C=NNC2=CC1)=O)C1CCNCC1 (S)-{1-{6-[(1H-indazol-5-yl) amino]-3-(2-thiomorpholinoacetamido) pyridin-2-yl} pyrrolidin-2-yl} methylpiperidin-4-ylcarbamate